(1r,4r)-4-[(3-chloro-4-cyanophenyl)oxy]-N-{6-[4-(2-hydroxyethyl)piperazin-1-yl]-1,2-diazin-3-yl}(1r,4r)-cyclohexanecarboxamide ClC=1C=C(C=CC1C#N)OC1CCC(CC1)C(=O)NC=1N=NC(=CC1)N1CCN(CC1)CCO